C(C)(C)(C)OC(=O)N(C(OC(C)(C)C)=O)C1=NC=C(C=C1)C1=C(C=C(C(=C1)OC)OCCCN1CCCC1)[N+](=O)[O-] Tert-butyl N-[(tert-butoxy)carbonyl]-N-(5-{5-methoxy-2-nitro-4-[3-(pyrrolidin-1-yl)propoxy]phenyl}pyridin-2-yl)carbamate